FC1=C(C(=C(C(=C1[Al])F)F)F)F pentafluorophenyl-aluminum